C1(=CC(=CC=C1)N)N benzene-1,3-diamine